2-[2-methyl-4-(trifluoromethyl)phenyl]-5-(1H-pyrrolo[2,3-b]pyridin-4-yl)-1H-pyrrole-3-carboxamide CC1=C(C=CC(=C1)C(F)(F)F)C=1NC(=CC1C(=O)N)C1=C2C(=NC=C1)NC=C2